8-(4,4-difluoropiperidin-1-yl)-N-(4-(2,6-dioxopiperidin-3-yl)phenyl)octanamide FC1(CCN(CC1)CCCCCCCC(=O)NC1=CC=C(C=C1)C1C(NC(CC1)=O)=O)F